2-(2-fluoro-5-((6-fluoro-1-tosyl-4-vinyl-1H-indol-5-yl)oxy)phenyl)-1H-imidazole-5-carbaldehyde FC1=C(C=C(C=C1)OC=1C(=C2C=CN(C2=CC1F)S(=O)(=O)C1=CC=C(C)C=C1)C=C)C=1NC(=CN1)C=O